FC(C=1C=CC(=NC1)CNC(=O)C1=CC=2C3=C(C=NC2C=C1)COC3)(F)F N-((5-(trifluoromethyl)-2-pyridinyl)methyl)-1,3-dihydrofuro[3,4-c]quinoline-8-carboxamide